Triphenylsulfonium perfluoro-1-butanesulfonat FC(C(C(C(F)(F)F)(F)F)(F)F)(S(=O)(=O)[O-])F.C1(=CC=CC=C1)[S+](C1=CC=CC=C1)C1=CC=CC=C1